1,8-Bis-(1,3-dimethyl-1H-pyrazol-4-yl)-7-methoxy-3-methyl-1,3-dihydroimidazo-[4,5-c]quinolin-2-one CN1N=C(C(=C1)N1C(N(C=2C=NC=3C=C(C(=CC3C21)C=2C(=NN(C2)C)C)OC)C)=O)C